C(C1=CC=CC=C1)N(C(=O)OC=1C=NC=CC1CN)[C@H]1CN(CCC1)C([C@H](CC1=CC(=CC=C1)C#N)NC(=O)OC(C)(C)C)=O 4-(aminomethyl)pyridin-3-ol benzyl-((R)-1-((S)-2-((tert-butoxycarbonyl)amino)-3-(3-cyanophenyl)propanoyl)piperidin-3-yl)carbamate